Ethyl 3-cyclopropyl-1-(dispiro[2.0.24.13]heptan-7-ylmethyl)-4-(trifluoromethyl)-1H-pyrazole-5-carboxylate C1(CC1)C1=NN(C(=C1C(F)(F)F)C(=O)OCC)CC1C2(C13CC3)CC2